N-(4-((5-(benzo[b]thiophen-2-yl)-1H-pyrazol-3-yl)amino)-3-methylphenyl)methanesulfonamide S1C2=C(C=C1C1=CC(=NN1)NC1=C(C=C(C=C1)NS(=O)(=O)C)C)C=CC=C2